2-(4-(3-chloro-4-((3,5-difluoropyridin-2-yl)methoxy)-5',6-dimethyl-2-oxo-2H-[1,4'-bipyridyl]-2'-yl)thiazol-2-yl)-N,N,2-trimethylpropanamide ClC=1C(N(C(=CC1OCC1=NC=C(C=C1F)F)C)C1=CC(=NC=C1C)C=1N=C(SC1)C(C(=O)N(C)C)(C)C)=O